2-(3-chlorobenzyl)-6-(2-(methylthio)pyrimidin-4-yl)isoindolin-1-one ClC=1C=C(CN2C(C3=CC(=CC=C3C2)C2=NC(=NC=C2)SC)=O)C=CC1